CN1C2=C(C=C1C(=O)C1=CN(C3=CC=CC=C13)CCOC=1C=C(OC[C@H]3CN(CC3)C(=O)OC(C)(C)C)C=CC1)SC=C2 tert-butyl (3R)-3-[[3-[2-[3-(4-methylthieno[3,2-b]pyrrole-5-carbonyl)indol-1-yl]ethoxy]phenoxy] methyl]pyrrolidine-1-carboxylate